FC(OC1=CC=CC2=CC=CC=C12)(F)F (trifluoromethoxy)naphthalen